C1=CC=CC=2C=CC3=C(C=4C(=NC(=CN4)C=4C=C(N(C5=CC=CC=C5)C5=CC=CC=C5)C=CC4)O3)C12 3-naphtho[1',2':4,5]furo[2,3-b]pyrazin-9-yl-N,N-diphenylaniline